6-(benzyloxy)-2-(4-fluorobenzyl)-3,4-dihydroisoquinolin-1(2H)-one C(C1=CC=CC=C1)OC=1C=C2CCN(C(C2=CC1)=O)CC1=CC=C(C=C1)F